tert-Butyl 3-(5-chloro-1-{2-oxo-2-[(2R)-2-(trifluoromethyl)morpholin-4-yl]ethyl}-1H-indazol-3-yl)azetidine-1-carboxylate ClC=1C=C2C(=NN(C2=CC1)CC(N1C[C@@H](OCC1)C(F)(F)F)=O)C1CN(C1)C(=O)OC(C)(C)C